CN1C=CC=2C1=NC=CC2C2=NC=C(C1=C2CNC1)NC1=NC=C(C=C1)N1CCNCC1 4-(1-methyl-1H-pyrrolo[2,3-b]pyridin-4-yl)-7-((5-(piperazin-1-yl)pyridin-2-yl)amino)-2,3-dihydro-1H-pyrrolo[3,4-c]pyridin